FC1CN(C1)C1=C2C(=NC=C1)N(N=C2CNC(OC(C)(C)C)=O)C2=CC=C(C=C2)OC(F)(F)F tert-butyl ((4-(3-fluoroazetidin-1-yl)-1-(4-(trifluoromethoxy)phenyl)-1H-pyrazolo[3,4-b]pyridin-3-yl)methyl)carbamate